3,3'-diaminobenzidine tetrahcl Cl.Cl.Cl.Cl.NC=1C=C(C=CC1N)C1=CC(=C(N)C=C1)N